methyl 2-(3-bromophenyl)acetate BrC=1C=C(C=CC1)CC(=O)OC